NC1=C(C(=NN1C(C(F)(F)F)C)C1=C2C=CNC2=C(C=C1F)CNC(C1=C(C=CC(=C1)F)OC)=O)C#N N-((4-(5-Amino-4-cyano-1-(1,1,1-trifluoropropan-2-yl)-1H-pyrazol-3-yl)-5-fluoro-1H-indol-7-yl)methyl)-5-fluoro-2-methoxybenzamide